4-(2,6-difluoro-4-methoxyphenyl)-3-({5-[4-(difluoromethoxy)phenyl]-1,3,4-oxadiazol-2-yl}amino)pyrrolidin-2-one FC1=C(C(=CC(=C1)OC)F)C1C(C(NC1)=O)NC=1OC(=NN1)C1=CC=C(C=C1)OC(F)F